BrC=1C=C(C(=NC1CCCO)OC)C1CCN(CC1)C(=O)OC(C)(C)C tert-butyl 4-(5-bromo-6-(3-hydroxypropyl)-2-methoxypyridin-3-yl)piperidine-1-carboxylate